NC1=C(C=CC=C1)[N+](=O)[O-] amino-2-nitrobenzene